COCC(C)CC(=O)OC(COC)C propylene glycol monomethyl ether (1-methoxypropane-2-yl acetate)